2-sulfanyl-ethane SCC